C(C)OC([C@H](CC1=C(C=CC(=C1)O[Si](C)(C)C(C)(C)C)OCC1=CC=CC=C1)OC(C)=O)=O.CN1C(N(C=C1)C)CCC 1,3-dimethyl-imidazolyl-propane ethyl-(S)-2-acetoxy-3-(2-(benzyloxy)-5-((tert-butyldimethylsilyl)oxy)phenyl)propanoate